(2R)-2-[4-(4-chlorophenoxy)-2-(trifluoromethyl)phenyl]-1-(1H-1,2,4-triazol-1-yl)-butan-2-ol ClC1=CC=C(OC2=CC(=C(C=C2)[C@@](CN2N=CN=C2)(CC)O)C(F)(F)F)C=C1